BrC=1C=C(SC1)C(=O)O 4-bromo-thiophene-2-carboxylic acid